4-n-propylcyclohexane-1,2-dicarboxylic acid C(CC)C1CC(C(CC1)C(=O)O)C(=O)O